N-(2-{8-[(2-cyano-2-methylideneethyl)amino]-7-methoxynaphthalen-2-yl}pyridin-4-yl)-3-methoxypropanamide C(#N)C(CNC=1C(=CC=C2C=CC(=CC12)C1=NC=CC(=C1)NC(CCOC)=O)OC)=C